(R)-3-(1-aminoethyl)-5-fluoro-2-methylbenzonitrile hydrochloride Cl.N[C@H](C)C=1C(=C(C#N)C=C(C1)F)C